C1(CC1)C1=C(C(=NO1)C1=C(C=CC=C1Cl)Cl)C1OC2(OC1)CCN(CC2)C=2SC1=C(N2)C(=CC=C1)F 2-(2-(5-Cyclopropyl-3-(2,6-dichlorophenyl)isoxazol-4-yl)-1,4-dioxa-8-azaspiro[4.5]decan-8-yl)-4-fluorobenzo[d]thiazol